gamma-(glycidoxypropyl)propyl-methyl-dimethoxysilane C(C1CO1)OCCCCCC[Si](OC)(OC)C